N1CC=CCC=C1 2,5-dihydroazepine